C(CCCC\C=C/C\C=C/C\C=C/CCCCC)(=O)N[C@@H](C)C(=O)O γ-linolenoyl-alanine